1-{2-[4-([1,3]Thiazolo[5,4-b]pyridin-2-yloxy)phenoxy]ethyl}-4-[3-(trifluoromethyl)phenyl]piperidin N1=C(SC2=NC=CC=C21)OC2=CC=C(OCCN1CCC(CC1)C1=CC(=CC=C1)C(F)(F)F)C=C2